BrC1=CC=C2C(=C1)C(=O)C1=C(C2=O)SC(=C(S1)C#N)C#N bromo-dithianone